(((2R)-1-acetyl-4-(4-(difluoromethoxy)-3-hydroxyphenyl)pyrrolidine-2-carboxamido)methyl)-N,N-dimethylpyridineamide C(C)(=O)N1[C@H](CC(C1)C1=CC(=C(C=C1)OC(F)F)O)C(=O)NCC=1C(=NC=CC1)C(=O)N(C)C